C1(=CC=C(C=C1)C1=NC(=CC(=N1)C1=NC=C(C=C1)Cl)C1=CC=CC=C1)C1=CC=CC=C1 2-([1,1'-biphenyl]-4-yl)-4-(5-chloropyridin-2-yl)-6-phenylpyrimidine